C1(CC1)C=1C(=CC(=C(C1)CN1CCC2(CNC(O2)=O)CC1)OCC)C1=CC=C(C=C1)F 8-[[5-cyclopropyl-2-ethoxy-4-(4-fluorophenyl)phenyl]methyl]-1-oxa-3,8-diazaspiro[4.5]decan-2-one